BrC1=CC2=C(C=C1)NC1=CC=C(C=C1C21C2=CC=CC=C2C=2C=CC=CC12)Br 2,7-dibromo-10H-spiro[acridine-9,9'-fluorene]